N-{[1-(cyclopropylmethyl)-1H-pyrazol-4-yl]methylidene}hydroxylamine C1(CC1)CN1N=CC(=C1)C=NO